C(C)(C)(C)OC(=O)N1[C@H](CN(CC1)C1=NC(=CC=C1)OCC1=C(C=C(C=C1)C(=O)OC)Br)C (S)-4-(6-((2-bromo-4-(methoxycarbonyl)benzyl)oxy)pyridin-2-yl)-2-methylpiperazine-1-carboxylic acid tert-butyl ester